18-benzyl-12-(2,6-dimethylphenyl)-19-(2-methylpropyl)-15-oxa-8λ6-thia-1,9,11,18,22-pentaazatetracyclo[14.4.1.13,7.110,14]tricosa-3(23),4,6,10(22),11,13-hexaene-2,8,8-trione C(C1=CC=CC=C1)N1CC2OC3=CC(=NC(NS(C4=CC=CC(C(N(CC1CC(C)C)C2)=O)=C4)(=O)=O)=N3)C3=C(C=CC=C3C)C